bis[3,5-bis(trifluoromethyl)phenyl][2',6'-bis(isopropoxy)-3,6-dimethoxybiphenyl-2-yl]phosphine FC(C=1C=C(C=C(C1)C(F)(F)F)P(C1=C(C(=CC=C1OC)OC)C1=C(C=CC=C1OC(C)C)OC(C)C)C1=CC(=CC(=C1)C(F)(F)F)C(F)(F)F)(F)F